C(C)(C)(C)C=1C=C(C=C(C1O)C)CCC(=O)OCC(C)(C)C1OCC2(CO1)COC(OC2)C(COC(CCC2=CC(=C(C(=C2)C)O)C(C)(C)C)=O)(C)C 3,9-bis[2-(3-(3-t-butyl-4-hydroxy-5-methylphenyl)-propionyloxy)-1,1-dimethylethyl]-2,4,8,10-tetraoxaspiro[5.5]undecane